C(C1=CC=CC=C1)N1N=NC(=C1)CN(CC=1N=NN(C1)CC1=CC=CC=C1)CC=1N=NN(C1)CC1=CC=CC=C1 tris((1-benzyl-4-triazolyl)methyl)amine